C(C)(C)(C)OC(=O)N1C[C@@H]2[C@H](CC1)OSO2.NC=2C=C(C=C1C=CNC21)C(C)=O 1-(7-amino-1H-indol-5-yl)ethanone tert-butyl-(3aR,7aS)-tetrahydro-[1,3,2]dioxathiolo[4,5-c]pyridine-5(4H)-carboxylate